tert-Butyl 3'-methyl-7'-((((trifluoromethyl)sulfonyl)oxy)methyl)-6',7'-dihydrospiro[piperidine-4,4'-pyrazolo[5,1-c][1,4]oxazine]-1-carboxylate CC=1C=NN2C1C1(OCC2COS(=O)(=O)C(F)(F)F)CCN(CC1)C(=O)OC(C)(C)C